4-[2-(azepan-1-yl)-4-(cyclopropanecarbonylamino)benzoyl]-2-thiophen-2-ylpiperazine-1-carboxylic acid tert-butyl ester C(C)(C)(C)OC(=O)N1C(CN(CC1)C(C1=C(C=C(C=C1)NC(=O)C1CC1)N1CCCCCC1)=O)C=1SC=CC1